1,3-dichloro-6-nitroisoquinoline ClC1=NC(=CC2=CC(=CC=C12)[N+](=O)[O-])Cl